4-ethylpyrrolidine-1-carboxylic acid benzyl ester C(C1=CC=CC=C1)OC(=O)N1CCC(C1)CC